1,1,3-tris(hydroxymethyl)urea OCN(C(=O)NCO)CO